(S)-cyclopropyl-(4-fluorophenyl)methylamine C1(CC1)NCC1=CC=C(C=C1)F